C(C)N1CCN(CC1)C1=CC(=NC=N1)N1CCC2(CNC2)CC1 7-(6-(4-ethylpiperazin-1-yl)pyrimidin-4-yl)-2,7-diazaspiro[3.5]nonane